1H-benzo[d]imidazol-7-carboxamide N1C=NC2=C1C(=CC=C2)C(=O)N